(3aR,5s,6aS)-N-[6-(2-chloro-5-fluoro-phenyl)pyridazin-3-yl]-2-[(4-fluorophenyl)methyl]-3,3a,4,5,6,6a-hexahydro-1H-cyclopenta[c]pyrrol-5-amine ClC1=C(C=C(C=C1)F)C1=CC=C(N=N1)NC1C[C@@H]2[C@@H](CN(C2)CC2=CC=C(C=C2)F)C1